p-bromo-N,N-dimethylaniline BrC1=CC=C(N(C)C)C=C1